2-((1R,5S,6R)-3-(2-aminoformyl-5-((S)-2-methylazetidine-1-yl)pyridino[3,4-b]pyrazin-7-yl)-3-azabicyclo[3.1.0]hexan-6-yl)acetic acid NC(=O)C=1N=C2C(=NC1)C(=NC(=C2)N2C[C@@H]1C([C@@H]1C2)CC(=O)O)N2[C@H](CC2)C